N1=CC=C2OCC3(CN21)CC3 5',7'-dihydrospiro[cyclopropane-1,6'-pyrazolo[5,1-b][1,3]oxazine]